4,4'-(5-(3-(m-Tolyl)-1H-pyrazol-1-yl)thiazolo[4,5-d]pyrimidine-2,7-diyl)dimorpholine C1(=CC(=CC=C1)C1=NN(C=C1)C=1N=C(C2=C(N1)N=C(S2)N2CCOCC2)N2CCOCC2)C